C(C)C(CC(CCO)O)C 2-ethyl-n-propyl-1,3-propanediol